CC1=C(C(NC(=C1)C)=O)CNC(=O)C=1C(=C(N2C=CC(=C2C1)C1=CC=CC=C1)C(C)N1CCOCC1)C N-((4,6-dimethyl-2-oxo-1,2-dihydropyridin-3-yl)methyl)-6-methyl-5-(1-morpholinoethyl)-1-phenylindolizine-7-amide